NC=1C(NC(N(N1)C1=CC(=C(C(=C1)Cl)OC=1C=C2C(=NC1)NC(C2(C)C)=O)Cl)=O)=O 6-amino-2-(3,5-dichloro-4-((3,3-dimethyl-2-oxo-2,3-dihydro-1H-pyrrolo[2,3-b]pyridin-5-yl)oxy)phenyl)-1,2,4-triazine-3,5(2H,4H)-dione